1-(3-bromophenyl)-2,2,2-trifluoro-ethanone BrC=1C=C(C=CC1)C(C(F)(F)F)=O